C(C1=CC=CC=C1)(=O)C(C)(C)P (benzoyldimethylmethyl)phosphine